NC1=NC(=C2N=CN(C2=N1)[C@H]1C=C[C@H](C1)COP(=O)(OC1=CC(=CC=C1)F)N[C@@H](C)C(=O)OC)OC Methyl ((((1S,4R)-4-(2-amino-6-methoxy-9H-purin-9-yl)cyclopent-2-en-1-yl)methoxy)(3-fluorophenoxy)phosphoryl)-L-alaninate